C(=O)(O)CN1C[C@@]2([C@@H](N[C@H]([C@@H]2C2=C(C(=CC=C2)Cl)F)C(=O)NC2=C(C=C(C(=O)O)C=C2)OC)CC(C)(C)C)C2=CC=C(C=C12)Cl 4-((2'S,3S,4'S,5'R)-1-(carboxymethyl)-6-chloro-4'-(3-chloro-2-fluorophenyl)-2'-neopentyl-spiro[indoline-3,3'-pyrrolidine]-5'-carboxamido)-3-methoxybenzoic acid